endo-bicyclononyne C1#CC(CCCCCC1)C1C#CCCCCCC1